1-(3-bromo-5-chlorophenyl)-4-(chloromethyl)pyrazole BrC=1C=C(C=C(C1)Cl)N1N=CC(=C1)CCl